C1(CCCCC(=O)OC(CCC(C2CC3C(CC2)O3)O1)C1CC3C(CC1)O3)=O ethylenebis(3,4-epoxycyclohexylmethyl) adipate